C1(=O)NC(=O)NC(=O)N1 TRICYANIC ACID